FC1([C@@H](C1)C(=O)O)F (S)-2,2-Difluorocyclopropyl-carboxylic acid